fluorosulfonyl isonitrile FS(=O)(=O)[N+]#[C-]